4-[6-(difluoromethyl)-5-methyl-3-pyridyl]spiro[1,3-benzoxazine-2,1'-cyclobutane] FC(C1=C(C=C(C=N1)C1=NC2(CCC2)OC2=C1C=CC=C2)C)F